C1(CC1)C([C@@H](C(=O)NC1=NC=C(C=C1O)C=1C(=NN(C1C)COCC[Si](C)(C)C)C)NC(=O)C=1N(N=CC1)CC)C1CC1 N-[(1S)-1-(dicyclopropylmethyl)-2-[[5-[3,5-dimethyl-1-(2-trimethylsilylethoxymethyl)pyrazol-4-yl]-3-hydroxy-2-pyridyl]amino]-2-oxo-ethyl]-2-ethyl-pyrazole-3-carboxamide